N-cyclopropyl-4-[4,5-dihydro-5-(trifluoromethyl)-5-[3-(trifluoro-methyl)phenyl]-3-isoxazolyl]furo[2,3-c]pyridine-7-carboxamide C1(CC1)NC(=O)C=1N=CC(=C2C1OC=C2)C2=NOC(C2)(C2=CC(=CC=C2)C(F)(F)F)C(F)(F)F